oxo-lambda6-sulfane O=[SH4]